FC1(CN(C1)C(C=C)=O)C(=O)N1CCC(CC1)N1N=C(C(=C1C)C=1C=C(C=2N(C1)N=CC2C#N)NCCO)C 6-[1-[1-(3-fluoro-1-prop-2-enoyl-azetidine-3-carbonyl)-4-piperidyl]-3,5-dimethyl-pyrazol-4-yl]-4-(2-hydroxyethylamino)-pyrazolo[1,5-a]pyridine-3-carbonitrile